BrC1=CC=C(C=C1)C1C(C(CC(C1)COC)CO)C(=O)O 2-(4-bromophenyl)-6-(hydroxymethyl)-4-(methoxymethyl)cyclohexane-1-carboxylic acid